FC(C1=NN=C(S1)C1=NC=C2N1C=C(C=C2N2C[C@@H](OC[C@@H]2C)COC)S(=O)(=O)NC2(COC2)C)F 3-[5-(difluoromethyl)-1,3,4-thiadiazol-2-yl]-8-[(2R,5S)-2-(methoxymethyl)-5-methylmorpholin-4-yl]-N-(3-methyloxetan-3-yl)imidazo[1,5-a]pyridine-6-sulfonamide